7-((4-chloro-3-fluorobenzyl)oxy)-1,2,3,4-tetrahydroisoquinoline ClC1=C(C=C(COC2=CC=C3CCNCC3=C2)C=C1)F